N-(cyanomethyl)-N-(4-fluoro-3-methoxy-phenyl)-7-methyl-3-tetrahydropyran-2-yl-benzimidazole-5-carboxamide C(#N)CN(C(=O)C1=CC2=C(N=CN2C2OCCCC2)C(=C1)C)C1=CC(=C(C=C1)F)OC